CN(CCNC(C(C)O)=O)C N-[2-(dimethylamino)ethyl]-2-hydroxypropanamide